CC1=NC=C(N=C1Cl)Cl Methyl-3,5-dichloropyrazine